BrC1CCN(C1)S(=O)(=O)C1=CC=C(C)C=C1 4-bromo-1-tosylpyrrolidine